(4S)-N,N-dibenzyl-8-bromo-4'-chloro-4-methyl-2'-(methylthio)-3,4,5',8'-tetrahydro-2H-spiro[naphthalene-1,7'-pyrano[4,3-d]pyrimidin]-7-amine C(C1=CC=CC=C1)N(C1=CC=C2[C@H](CCC3(CC=4N=C(N=C(C4CO3)Cl)SC)C2=C1Br)C)CC1=CC=CC=C1